9-(4'-chloro-[1,1'-biphenyl]-4-yl)-9H-carbazole ClC1=CC=C(C=C1)C1=CC=C(C=C1)N1C2=CC=CC=C2C=2C=CC=CC12